sodium 5-(3-AMINO-5-OXO-2-PYRAZOLIN-1-YL)-2-phenoxybenzenesulfonic acid NC1=NN(C(C1)=O)C=1C=CC(=C(C1)S(=O)(=O)O)OC1=CC=CC=C1.[Na]